FC1=CC=C(C=C1)S(=O)(=O)N1C2=CC=CC=C2C=2[C@H](CCCC12)N[S@](=O)C(C)(C)C (R)-N-((S)-9-(4-fluorobenzenesulfonyl)-2,3,4,9-tetrahydro-1H-carbazol-4-yl)-2-methylpropan-2-sulfinamide